1-(3-hydroxypyrrolidin-1-yl)-2-{4-[2-({[3-(trifluoromethoxy)phenyl]methyl}amino)pyrimidin-5-yl]piperazin-1-yl}ethan-1-one hydrochloride Cl.OC1CN(CC1)C(CN1CCN(CC1)C=1C=NC(=NC1)NCC1=CC(=CC=C1)OC(F)(F)F)=O